C(C1=CC=NC=C1)(=O)ON(C(=O)OC(C)(C)C)C methyl-[(tert-butoxycarbonyl) amino] isonicotinate